benzyl tert-butyl bicyclo[2.2.2]octane-1,4-diyldicarbamate C12(CCC(CC1)(CC2)NC(OC(C)(C)C)=O)NC(OCC2=CC=CC=C2)=O